((7R)-7-amino-2-azabicyclo[2.2.1]hept-2-yl)(2-(6-chloro-1-(cyclopropylmethyl)-1H-pyrrolo[2,3-b]pyridin-2-yl)-4-methoxy-3-methylpyrazolo[1,5-a]pyridin-6-yl)methanone N[C@H]1C2N(CC1CC2)C(=O)C=2C=C(C=1N(C2)N=C(C1C)C1=CC=2C(=NC(=CC2)Cl)N1CC1CC1)OC